6-(Azetidin-1-yl)-4-fluoro-N-(8-methylisoquinoline-5-sulfonyl)-1-benzofuran-2-carboxamide N1(CCC1)C1=CC2=C(C=C(O2)C(=O)NS(=O)(=O)C=2C=3C=CN=CC3C(=CC2)C)C(=C1)F